OC(C)(C)C=1C=CC(=C(C1)C=1C2=C(C(N(C1)C)=O)NC=C2)OC2CC(C2)CN2CC(C2)CC2CCNCC2 4-[5-(1-hydroxy-1-methyl-ethyl)-2-[3-[[3-(4-piperidylmethyl)azetidin-1-yl]methyl]cyclobutoxy]phenyl]-6-methyl-1H-pyrrolo[2,3-c]pyridin-7-one